COC=1C(C(=CN2C[C@@H]3OCC[C@H](N3C(C21)=O)C)C(=O)O)=O (4R,12AS)-3,4,6,8,12,12A-hexahydro-7-methoxy-4-methyl-6,8-dioxo-2H-pyrido[1',2':4,5]pyrazino[2,1-B][1,3]oxazine-9-carboxylic acid